N-[2-[4-(diphenylmethyl)-1-piperazinyl]-5-(1-piperazinylcarbonyl)phenyl]-2-furancarboxamide C1(=CC=CC=C1)C(N1CCN(CC1)C1=C(C=C(C=C1)C(=O)N1CCNCC1)NC(=O)C=1OC=CC1)C1=CC=CC=C1